(2S)-tert-butyl-2-(1,2-dihydroxyethyl)pyrrolidine-1-carboxylate C(C)(C)(C)OC(=O)N1[C@@H](CCC1)C(CO)O